COC=1C(=CC2=C(N=C(S2)NC(C(C2=CC=C(C=C2)S(=O)(=O)CC)OC2=CC=C(C=C2)N(C)C)=O)C1)OC N-(5,6-Dimethoxy-benzothiazol-2-yl)-2-(4-dimethylamino-phenoxy)-2-(4-ethanesulfonyl-phenyl)-acetamide